tert-butyl (4-(3-bromophenyl)thiazol-2-yl)carbamate BrC=1C=C(C=CC1)C=1N=C(SC1)NC(OC(C)(C)C)=O